6-(((S)-(1-((1R,5S,6s)-3-azabicyclo[3.1.0]hexan-6-yl)-1H-1,2,3-triazol-4-yl)(pyridin-3-yl)methyl)amino)-8-chloro-4-(((R)-1-phenylpropyl)amino)quinoline-3-carbonitrile [C@@H]12CNC[C@H]2C1N1N=NC(=C1)[C@H](C=1C=NC=CC1)NC=1C=C2C(=C(C=NC2=C(C1)Cl)C#N)N[C@H](CC)C1=CC=CC=C1